F[C@H]1[C@H](O[C@@H]([C@H]1O)CO)N1C(N=C(C=C1)NC(=O)C1=NC=C(C=C1)[N+](=O)[O-])=O N-(1-((2S,3R,4R,5R)-3-fluoro-4-hydroxy-5-(hydroxymethyl)tetrahydrofuran-2-yl)-2-oxo-1,2-dihydropyrimidin-4-yl)-5-nitropyridinecarboxamide